(2R)-3-(2-hydroxy-3-methoxyphenyl)-2-[2-methoxy-4-(3-sulfopropyl)phenoxy]propane-1-sulfonic acid OC1=C(C=CC=C1OC)C[C@H](CS(=O)(=O)O)OC1=C(C=C(C=C1)CCCS(=O)(=O)O)OC